(E)-8-styryl-9H-purin-6-amine C(=C\C1=CC=CC=C1)/C=1NC2=NC=NC(=C2N1)N